2-(4-cyclopropyl-6-methoxy-pyrimidin-5-yl)-7-methyl-4-[[4-[1-methyl-4-(trifluoromethyl)imidazol-2-yl]phenyl]methoxy]pyrrolo[2,3-d]pyrimidine-5-carbonitrile C1(CC1)C1=NC=NC(=C1C=1N=C(C2=C(N1)N(C=C2C#N)C)OCC2=CC=C(C=C2)C=2N(C=C(N2)C(F)(F)F)C)OC